C(C=C)(=O)O.C(C=C)(=O)O.O(C1=CC=CC=C1)C1=C(C=2CC3=CC=CC=C3C2C=C1)OC1=CC=CC=C1 bisphenoxyfluorene diacrylate